(S)-dimethyl 5-(1-benzyl-1H-naphtho[1,8-de][1,3,2]diazaborinin-2(3H)-yl)-7-methyl-6-pentyl-4-phenyl-1,3-dihydro-2H-indene-2,2-dicarboxylate C(C1=CC=CC=C1)N1B(NC2=C3C1=CC=CC3=CC=C2)C=2C(=C3CC(CC3=C(C2CCCCC)C)(C(=O)OC)C(=O)OC)C2=CC=CC=C2